(R)-3-[6-chloro-2-(tetrahydropyran-4-carbonyl)-1,2,3,4-tetrahydroisoquinolin-8-yl]morpholine-4-carboxylic acid tert-butyl ester C(C)(C)(C)OC(=O)N1[C@@H](COCC1)C=1C=C(C=C2CCN(CC12)C(=O)C1CCOCC1)Cl